1-(4-trifluoromethoxyphenyl)-1H-pyrrole-2,5-dione FC(OC1=CC=C(C=C1)N1C(C=CC1=O)=O)(F)F